N-nitroimidazolidin-2-ylideneamine [N+](=O)([O-])N=C1NCCN1